N1(CCC=2CCC=CC12)C(=O)O 4,5-dihydroindoline-1-carboxylic acid